ClC=1C=C(C=CC1)NC(=O)C=1C2=C(SC1NC(=O)C1C(CCCC1)C(=O)O)CCC2 2-[[3-[(3-Chlorophenyl)carbamoyl]-5,6-dihydro-4H-cyclopenta[b]thiophen-2-yl]carbamoyl]cyclohexanecarboxylic acid